tert-butyl 14-cyclopropyltetradecanoate C1(CC1)CCCCCCCCCCCCCC(=O)OC(C)(C)C